C(C)N1C(=C(C2=CC=CC=C12)C1OC(=O)C2=CC=CN=C12)C 3-(1-ethyl-2-methylindol-3-yl)-4-azaphthalide